BrC=1C(=CC(=NC1)N1CCOCC1)F 4-(5-Bromo-4-fluoropyridin-2-yl)morpholine